[C@H]12CNC[C@H](CC1)N2C2=NC(=NC1=C(C(=CC=C21)C2=CC(=CC1=CC=CC(=C21)Cl)O)C)OC[C@]21CCCN1C[C@@H](C2)F 4-(4-((1R,5S)-3,8-diazabicyclo[3.2.1]octan-8-yl)-2-(((2R,7aS)-2-fluorotetrahydro-1H-pyrrolizin-7a(5H)-yl)methoxy)-8-methylquinazolin-7-yl)-5-chloronaphthalen-2-ol